4-hydroxymethyltetracyclo[6.2.1.13,6.02,7]dodec-9-ene OCC1C2C3C4C=CC(C3C(C1)C2)C4